dimethyl-(4-chromanone-3-yl)-sulfonium tetrafluoroborate salt F[B-](F)(F)F.C[S+](C1COC2=CC=CC=C2C1=O)C